NC1=NC=CC=C1C1=NC=2C(=NC(=CC2)N2N=CC=C2)N1C=1C=C2CC[C@@H](C2=CC1)NC1CC2CCC(C1)N2C(C=C)=O 1-(3-(((S)-5-(2-(2-aminopyridin-3-yl)-5-(1H-pyrazol-1-yl)-3H-imidazo[4,5-b]pyridin-3-yl)-2,3-dihydro-1H-inden-1-yl)amino)-8-azabicyclo[3.2.1]octan-8-yl)prop-2-en-1-one